molybdenum iodide [Mo](I)(I)(I)I